2-trimethylsilylethyl N-[4-methoxy-5-[[4-(1-methylindol-3-yl)pyrimidin-2-yl]amino]-2-[methyl-[2-(methylamino)ethyl]amino]phenyl]carbamate COC1=CC(=C(C=C1NC1=NC=CC(=N1)C1=CN(C2=CC=CC=C12)C)NC(OCC[Si](C)(C)C)=O)N(CCNC)C